3,3',5,5'-tetra(1H-pyrazol-4-yl)-1,1'-biphenyl N1N=CC(=C1)C=1C=C(C=C(C1)C=1C=NNC1)C1=CC(=CC(=C1)C=1C=NNC1)C=1C=NNC1